FC=1C=C(OC(CN2CCC3(CS(C3)(=O)=O)CC2)(C)C)C=CC1F 7-(2-(3,4-difluorophenoxy)-2-methylpropyl)-2-thia-7-azaspiro[3.5]nonane 2,2-dioxide